4-(1-carbamimidoyl-1,2,3,6-tetrahydro-pyridin-4-yl)-N-[4-(1-carbamimidoyl-1,2,3,6-tetrahydro-pyridin-4-yl)-3-fluoro-phenyl]-2-fluoro-benzamide C(N)(=N)N1CCC(=CC1)C1=CC(=C(C(=O)NC2=CC(=C(C=C2)C=2CCN(CC2)C(N)=N)F)C=C1)F